N-benzyl-N-bocglycine C(C1=CC=CC=C1)N(CC(=O)O)C(=O)OC(C)(C)C